1,4-bis-(t-butylperoxy)benzene C(C)(C)(C)OOC1=CC=C(C=C1)OOC(C)(C)C